2-(di(prop-2-yn-1-yl)amino)-4,5,6,7-tetrahydrobenzo[b]thiophene-3-carbonitrile C(C#C)N(C1=C(C2=C(S1)CCCC2)C#N)CC#C